(R)-4-(8-(1-aminoethyl)-3,6-dimethyl-4-oxo-3,4-dihydroquinazolin-2-yl)benzonitrile N[C@H](C)C=1C=C(C=C2C(N(C(=NC12)C1=CC=C(C#N)C=C1)C)=O)C